4,5,6,7-tetrahydro-2H-pyrazolo[4,3-c]pyridine-3-carboxylic acid hydrochloride Cl.N=1NC(=C2CNCCC21)C(=O)O